[SiH3]P([O-])(=O)[O-] silane-phosphonate